C(C)(C)C1=CC=2C(=NC(=CN2)C=O)N1C 6-isopropyl-5-methyl-pyrrolo[2,3-b]pyrazine-3-carbaldehyde